C(C)(C)(C)OC(=O)N1C[C@H](OCC1)C(=O)N1CCN(CC1)C1=NC=C(C=C1)C#N (2S)-2-[4-(5-cyano-2-pyridinyl)piperazine-1-carbonyl]morpholine-4-carboxylic acid tert-butyl ester